1-methyl-4-[1-[3-(trifluoromethyl)phenyl]ethylamino]pyrido[3,4-d]pyridazin-7-ol CC1=C2C(=C(N=N1)NC(C)C1=CC(=CC=C1)C(F)(F)F)C=NC(=C2)O